N-(6-bromo-3-methylpyridin-2-yl)propanamide BrC1=CC=C(C(=N1)NC(CC)=O)C